C(O)C(C(=O)[O-])(CC)CO.[La+3].C(O)C(C(=O)[O-])(CC)CO.C(O)C(C(=O)[O-])(CC)CO lanthanum 2,2-dimethylolbutanoate